NN1N=C(C(=C1C#N)C1=NC=CC=N1)C1=CCC2(CCN(CC2)C(=O)OC(C)(C)C)CC1 Tert-butyl 9-(1-amino-5-cyano-4-(pyrimidin-2-yl)-1H-pyrazol-3-yl)-3-azaspiro[5.5]-undec-8-ene-3-carboxylate